3-cyclopropyl-N6-(2-fluoro-4-(methylsulfonyl)phenyl)-N6-methyl-N2-(5-methyl-1H-pyrazol-3-yl)-4-(1-methyl-1H-pyrazol-4-yl)pyridine-2,6-diamine C1(CC1)C=1C(=NC(=CC1C=1C=NN(C1)C)N(C)C1=C(C=C(C=C1)S(=O)(=O)C)F)NC1=NNC(=C1)C